(E)-4-bromobenzaldehyde O-(2-chloro-6-((4,6-dimethoxypyrimidin-2-yl)thio)benzoyl) oxime ClC1=C(C(=O)O\N=C\C2=CC=C(C=C2)Br)C(=CC=C1)SC1=NC(=CC(=N1)OC)OC